ClC=1C=CC(=C(C1)C1=CC(N(C=C1OC)CC=1N=NN(C1)C1=C(C(=O)O)C=CC=C1)=O)N1N=NC(=C1)Cl 2-(4-((4-(5-Chloro-2-(4-chloro-1H-1,2,3-triazol-1-yl)phenyl)-5-methoxy-2-oxopyridin-1(2H)-yl)methyl)-1H-1,2,3-triazol-1-yl)benzoic acid